C(#N)C=1C=NN2C1C(=CC(=C2)OCC(C)(C)O)C=2C=CC(=NC2)N2CCC(CC2)(C)NC(=O)C=2N=NC=CC2C N-(1-(5-(3-cyano-6-(2-hydroxy-2-methylpropoxy)pyrazolo[1,5-a]pyridin-4-yl)pyridin-2-yl)-4-methylpiperidin-4-yl)-4-methylpyridazine-3-carboxamide